CC1=CN=NC=2N=CNC(C21)=O 4-methyl-5H,6H-pyridazino[3,4-d]Pyrimidin-5-one